4-chloro-2-ethylsulfanyl-N-[5-(methylamino)-2-(trifluoromethyl)-4-pyridyl]-5-nitro-benzamide ClC1=CC(=C(C(=O)NC2=CC(=NC=C2NC)C(F)(F)F)C=C1[N+](=O)[O-])SCC